tert-Butyl 4-[(2-amino-4-bromophenyl)ethynyl]piperidine-1-carboxylate NC1=C(C=CC(=C1)Br)C#CC1CCN(CC1)C(=O)OC(C)(C)C